C(C)OC(=O)C=1C=NC=2C=C(C(NC2C1)=O)C1CC1 7-cyclopropyl-6-oxo-5H-1,5-naphthyridine-3-carboxylic acid ethyl ester